ClC=1C=C(C=CC1)NC(C1=CC=CC=C1)=O N-(3-chloro-phenyl)-benzamide